14-methyl-16-oxabicyclo[10.3.1]hexadecane CC1CC2CCCCCCCCCCC(C1)O2